FC(C1=NC(=NC(=N1)C(F)(F)F)N1[C@@H](C=2NC3=CC=C(C=C3C2CC1)Cl)C[C@@H]1C(NCCC1)=O)(F)F (3R)-3-({(1R)-2-[4,6-bis(trifluoromethyl)-1,3,5-triazin-2-yl]-6-chloro-2,3,4,9-tetrahydro-1H-pyrido[3,4-b]indol-1-yl}methyl)piperidin-2-one